FC1([C@H](N(C1)C)COC1=C(N(N=C1)C)C1=CC=2N(C=C1)N=C(C2)NC(=O)C2CC2)F |r| rac-N-[5-[4-[(3,3-difluoro-1-methyl-azetidin-2-yl)methoxy]-2-methyl-pyrazol-3-yl]pyrazolo[1,5-a]pyridin-2-yl]cyclopropanecarboxamide